3-[3-(Difluoromethyl)-4-morpholino-anilino]-5-(methylamino)-6-(3-methylimidazo[4,5-c]pyridin-7-yl)pyrazine-2-carboxamide FC(C=1C=C(NC=2C(=NC(=C(N2)NC)C=2C3=C(C=NC2)N(C=N3)C)C(=O)N)C=CC1N1CCOCC1)F